FC=1C=CC(=C(C(=O)N(C(C)C)CC)C1)C=1C=2N(C=C(C1)C1CN(C1)[C@@H](C(C)C)CCCN1CCN(CC1)CCO)C(=NC2)C 5-Fluoro-2-(6-{1-[(3R)-6-[4-(2-hydroxyethyl)piperazin-1-yl]-2-methylhexane-3-yl]azetidin-3-yl}3-methyl-imidazo[1,5-a]pyridin-8-yl)-N-ethyl-N-(isopropyl)benzamide